5-fluoropyridine-3,4-dicarbaldehyde FC=1C(=C(C=NC1)C=O)C=O